6-(3-(trifluoromethoxy)phenyl)-3-azabicyclo[3.1.0]hexane-3-carboxylate FC(OC=1C=C(C=CC1)C1C2CN(CC12)C(=O)[O-])(F)F